ClC=1C(=NC(=NC1)NC=1C=NN(C1)C)NC=1C=C(C=CC1OC)NC(C=C)=O N-(3-((5-chloro-2-((1-methyl-1H-pyrazol-4-yl)amino)pyrimidin-4-yl)amino)-4-methoxyphenyl)acrylamide